C(=O)C1CCC(CC1)N1CCN(CCC1)C(=O)OCC Ethyl 4-(4-formylcyclohexyl)-1,4-diazacycloheptane-1-carboxylate